ethyl (((6-hydroxy-3'-methyl-4-pentyl-[1,1'-biphenyl]-2-yl)oxy)(methyl)phosphoryl)-L-alaninate OC1=CC(=CC(=C1C1=CC(=CC=C1)C)OP(=O)(C)N[C@@H](C)C(=O)OCC)CCCCC